7-(pyridin-4-yl)benzo[c][1,2,5]thiadiazole N1=CC=C(C=C1)C1=CC=CC=2C1=NSN2